5-aminopentyl-aspartamide NCCCCCN[C@@H](CC(=O)N)C(=O)N